(R)-2-(6-((1-(azetidin-3-yl)piperidin-3-yl)amino)-4-methylpyridazin-3-yl)-5-(trifluoromethyl)phenol N1CC(C1)N1C[C@@H](CCC1)NC1=CC(=C(N=N1)C1=C(C=C(C=C1)C(F)(F)F)O)C